FC1=CC(=C(C=C1)NC1=C(C(=O)O)C=CN=C1)C 3-((4-fluoro-2-methylphenyl)-amino)isonicotinic acid